Cl.NC\C=C(\CN1C(=NC2=C1C=CC=C2C2=CC=C(C=C2)S(=O)(=O)NC(C)(C)C)C)/F (Z)-4-(1-(4-amino-2-fluorobut-2-en-1-yl)-2-methyl-1H-benzo[d]imidazol-4-yl)-N-(tert-butyl)benzenesulfonamide hydrochloride